C1(CCCCC1)CNC(=O)C=1OC2=C(C=C(C=C2C(C1)=O)F)OC N-(cyclohexylmethyl)-6-fluoro-8-methoxy-4-oxo-4H-chromene-2-carboxamide